NC1=NC=2C=CC(=CC2C2=C1C=NN2C)C(=O)N(N(C)C(=O)C2CC2)CC2=CC1=C(N=C(S1)C)C=C2 4-amino-N'-(cyclopropanecarbonyl)-N',1-dimethyl-N-((2-methylbenzo[d]thiazol-6-yl)methyl)-1H-pyrazolo[4,3-c]quinoline-8-carbohydrazide